N-cyclopentyl-7-methyl-2-(piperidin-4-yl)benzo[d]thiazole-6-carboxamide C1(CCCC1)NC(=O)C1=C(C2=C(N=C(S2)C2CCNCC2)C=C1)C